4-{[5-(2,6-dioxopiperidin-3-yl)pyridin-2-yl](methyl)amino}cyclohexane-1-carboxylic acid O=C1NC(CCC1C=1C=CC(=NC1)N(C1CCC(CC1)C(=O)O)C)=O